2-(3-(tert-butyl)phenyl)-2-hydroxy-8-azaspiro[4.5]Decane-8-carboxylic acid tert-butyl ester C(C)(C)(C)OC(=O)N1CCC2(CCC(C2)(O)C2=CC(=CC=C2)C(C)(C)C)CC1